C(CCCCCCCCCCCCCCCCCCCCC)Br Behenyl bromide